C(C)(C)(C)OC(N[C@@H](CC1=C(C=C(C=C1)Br)F)C#N)=O (S)-(2-(4-bromo-2-fluorophenyl)-1-cyanoethyl)carbamic acid tert-butyl ester